methyl 5-chloro-4-hydroxy-1-methyl-2-oxo-quinoline-3-carboxylate (methyl 5-chloro-4-hydroxy-1-methyl-2-oxo-quinoline-3-carboxylate) CC=1C(=C2C(=C(C(N(C2=CC1)C)=O)C(=O)O)O)Cl.ClC1=C2C(=C(C(N(C2=CC=C1)C)=O)C(=O)OC)O